1-(2-(4-acetylphenyl)-7,7-dimethyl-1,3-dioxo-2,3,5,12b-tetrahydro-1H,7H-chromeno[4,3-c][1,2,4]triazolo[1,2-a]pyridazin-10-yl) 4-(tert-butyl) 2,2-dimethylpiperazine-1,4-dicarboxylate CC1(N(CCN(C1)C(=O)OC(C)(C)C)C(=O)OC=1C=CC2=C(C1)OC(C=1C2N2N(CC1)C(N(C2=O)C2=CC=C(C=C2)C(C)=O)=O)(C)C)C